N-[(6-amino-2-pyridyl)sulfonyl]-6-(4-chlorophenyl)-2-[(2S,5R)-2,5-dimethylpyrrolidin-1-yl]pyridine-3-carboxamide NC1=CC=CC(=N1)S(=O)(=O)NC(=O)C=1C(=NC(=CC1)C1=CC=C(C=C1)Cl)N1[C@H](CC[C@H]1C)C